(3-{[tert-butyl(dimethyl)silyl]oxy}-2-hydroxypropyl)-1-chloro-N-methylmethanesulfonamide [Si](C)(C)(C(C)(C)C)OCC(CC(S(=O)(=O)NC)Cl)O